N-(1,3-dihydroxy-2-(hydroxymethyl)propan-2-yl)-6-(2-(6-methylpyridin-2-yl)-5,6-dihydrocyclopenta[d]imidazol-1(4H)-yl)imidazo[1,2-a]pyridine-3-carboxamide OCC(CO)(CO)NC(=O)C1=CN=C2N1C=C(C=C2)N2C(=NC1=C2CCC1)C1=NC(=CC=C1)C